C(C=C)OC(C)OCC=C 3-(1-Allyloxyethoxy)-1-propene